tert-butyl 5-hydroxy-6-(5H-imidazo[4,3-a]isoindol-5-yl)-2-azaspiro[3.4]octane-2-carboxylate OC1C2(CN(C2)C(=O)OC(C)(C)C)CCC1C1N2C(C3=CC=CC=C13)=CN=C2